C(C1=CC=CC=C1)OC=1C(=NC=C(C1C)OCC1=CC=CC=C1)C(=O)O 3,5-bis(benzyloxy)-4-methyl-picolinic acid